CN(C(O)=O)[C@H](CN=[N+]=[N-])C.C1(=CCCC1)C1=C(C=CC=C1)C1=C(C=CC(=N1)C=1C(=NC(=CC1)F)S(=O)(=O)NCOC)C(F)(F)F (6-(2-(cyclopent-1-en-1-yl)phenyl)-5-(trifluoromethyl)pyridin-2-yl)-6-fluoro-N-(methoxymethyl)pyridine-2-sulfonamide Methyl-(S)-(1-azidopropan-2-yl)carbamate